(2S)-2-methyl-1-tert-butyloxycarbonylpyrrolidine-2-carboxylic acid C[C@@]1(N(CCC1)C(=O)OC(C)(C)C)C(=O)O